(2S,4R)-4-(2-((1R,3R)-3-((2S,3S)-N,3-dimethyl-2-((R)-1-methylpiperidine-2-carboxamido) pentanamido)-4-methyl-1-propoxypentyl) thiazole-4-carboxamido)-2-methyl-5-phenylpentanoate CN(C([C@H]([C@H](CC)C)NC(=O)[C@@H]1N(CCCC1)C)=O)[C@H](C[C@@H](OCCC)C=1SC=C(N1)C(=O)N[C@H](C[C@@H](C(=O)[O-])C)CC1=CC=CC=C1)C(C)C